trans-2-(6-chloro-pyridin-3-yl)-cyclopropanecarboxylic acid ethyl ester C(C)OC(=O)[C@H]1[C@@H](C1)C=1C=NC(=CC1)Cl